[Br-].C(=O)(O)C1=CC=C(OCCCCCC[N+]2=CC=C(C=C2)N(C)C)C=C1 1-(6-(4-carboxyphenoxy)hexyl)-4-(dimethylamino)pyridin-1-ium Bromide